(2S,4R)-4-hydroxy-2-((4-(4-methylthiazol-5-yl)benzyl)carbamoyl)pyrrolidin-1-ium chloride [Cl-].O[C@@H]1C[C@H]([NH2+]C1)C(NCC1=CC=C(C=C1)C1=C(N=CS1)C)=O